6-methyl-2-({[5-(4-methylphenyl)-1,3-oxazol-2-yl]methyl}sulfanyl)pyrimidin CC1=CC=NC(=N1)SCC=1OC(=CN1)C1=CC=C(C=C1)C